tris(ethylamino)silane C(C)N[SiH](NCC)NCC